4-(Methylsulfanyl)butan-2-ol CSCCC(C)O